4-(2-azidopropan-2-yl)-6-chloro-1-(cis-3-(ethylsulfonyl)cyclobutoxy)-2,7-naphthyridine N(=[N+]=[N-])C(C)(C)C1=CN=C(C2=CN=C(C=C12)Cl)O[C@@H]1C[C@@H](C1)S(=O)(=O)CC